Oxabicyclo[3.2.1]octane C1CC2CC1CCO2